CC(C=C)=CC 3-Methyl-pentadien